C(C(C)C)(=O)OC=1C(=NC=CC1OC)C(N[C@@H](C)C=1SC(=NN1)C1=CC(=CC(=C1)C)C)=O (S)-2-((1-(5-(3,5-dimethylphenyl)-1,3,4-thiadiazol-2-yl)ethyl)carbamoyl)-4-methoxypyridin-3-yl isobutyrate